P(SCCCCCCCCCCCC)([O-])[O-] monolauryl thiophosphite